isopropyl (2R)-4-[6-[3-(5-chloro-2-fluoro-phenyl)-1H-pyrazol-4-yl]-1,5-naphthyridin-3-yl]piperazine-2-carboxylate ClC=1C=CC(=C(C1)C1=NNC=C1C=1N=C2C=C(C=NC2=CC1)N1C[C@@H](NCC1)C(=O)OC(C)C)F